Tert-butyl (1-(3-cyano-4-(4-cyano-3-fluorophenyl)pyridin-2-yl)piperidin-4-yl)carbamate C(#N)C=1C(=NC=CC1C1=CC(=C(C=C1)C#N)F)N1CCC(CC1)NC(OC(C)(C)C)=O